Methyl 4-hydrazino-1-(2-fluoro-6-methoxyphenyl)-6-oxo-1,6-dihydropyridazine-3-carboxylate N(N)C=1C(=NN(C(C1)=O)C1=C(C=CC=C1OC)F)C(=O)OC